ClC=1C=C(C=CC1F)N(C(=O)[C@H]1NC(OC1)=O)C (S)-N-(3-chloro-4-fluoro-phenyl)-N-methyl-2-oxooxazolidine-4-carboxamide